C(#CCCCC)Br hexynyl bromide